ClC1=CC(=C2C(=NC=NN21)N2CC1(C2)CC(C1)N(S(=O)(=O)N)CC1CCC1)C N-(2-(7-chloro-5-methylpyrrolo[2,1-f][1,2,4]triazin-4-yl)-2-azaspiro[3.3]heptan-6-yl)-N-(cyclobutylmethyl)sulfamide